(S)-N-((R)-1-((S)-1-oxaspiro[3.3]heptan-3-yl)pyrrolidin-3-yl)-4-(5-(5-fluoro-2-methoxypyridin-4-yl)-1H-pyrazole-3-carbonyl)-4-azaspiro[2.5]octane-7-carboxamide O1C[C@@H](C12CCC2)N2C[C@@H](CC2)NC(=O)[C@H]2CCN(C1(CC1)C2)C(=O)C2=NNC(=C2)C2=CC(=NC=C2F)OC